FC(S(=O)(=O)OC=1CCOC(C1)C=1C=NN(C1)C12CC(C1)C2)(F)F [6-[1-(1-bicyclo[1.1.1]pentanyl)pyrazol-4-yl]-3,6-dihydro-2H-pyran-4-yl] trifluoromethanesulfonate